(R)-6-chloro-3-((4-hydroxy-1-(1-methylcyclopropane-1-carbonyl)piperidin-4-yl)methyl)-7-(3-methyl-4-(morpholin-3-yl)phenyl)-3,7-dihydro-4H-pyrrolo[2,3-d]pyrimidin-4-one ClC1=CC2=C(N=CN(C2=O)CC2(CCN(CC2)C(=O)C2(CC2)C)O)N1C1=CC(=C(C=C1)[C@H]1NCCOC1)C